O1CCN(CC1)C1=CC=C(S1)C=C1C(=NOC1=O)C1=CC=CC=C1 4-((5-morpholinothiophen-2-yl)methylene)-3-phenylisoxazol-5(4H)-one